(S)-4-((2-(pyridin-2-yloxy)ethyl)(4-(5,6,7,8-tetrahydro-1,8-naphthyridin-2-yl)butyl)amino)-2-((5-(trifluoromethyl)pyrimidin-2-yl)amino)butanoic acid N1=C(C=CC=C1)OCCN(CC[C@@H](C(=O)O)NC1=NC=C(C=N1)C(F)(F)F)CCCCC1=NC=2NCCCC2C=C1